Cl.N1(CCNCC1)CCN1CCOCC1 4-(2-(piperazin-1-yl)ethyl)morpholine hydrochloride